(Z)-2-(5-cyclohexyl-2-methyl-phenoxy)-3-methoxy-prop-2-enoic acid C1(CCCCC1)C=1C=CC(=C(O\C(\C(=O)O)=C/OC)C1)C